3-(1-(4-fluorophenyl)vinyl)-N-(2-(pyrrolidin-1-yl)ethyl)pyrazin-2-amine FC1=CC=C(C=C1)C(=C)C=1C(=NC=CN1)NCCN1CCCC1